(2-amino-[1,1'-biphenyl]-4-yl)(4-bromo-2,5-dimethylthiophen-3-yl)methanone NC1=C(C=CC(=C1)C(=O)C1=C(SC(=C1Br)C)C)C1=CC=CC=C1